C(CCCCCCCCCCCCCCC)(=O)C(C(=O)O)CCCCCC\C=C/CCCCCCCC palmitoyl-oleic acid